ClC(C(=O)N[C@H](C(=O)N1[C@@H]([C@H]2C([C@H]2C1)(C)C)C(=O)N[C@@H](CC1C(NC2=CC=CC=C12)=C=O)C#N)C(C)(C)C)(F)F (1R,2S,5S)-3-((S)-2-(2-Chloro-2,2-difluoroacetamido)-3,3-dimethylbutyryl)-N-((1S)-1-cyano-2-(2-carbonylindolin-3-yl)ethyl)-6,6-dimethyl-3-azabicyclo[3.1.0]hexane-2-Formamide